ClC=1C=CC=C2C(C=C(OC12)C1=C(C=C(C=C1O)C)F)=O 8-chloro-2-(2-fluoro-6-hydroxy-4-methyl-phenyl)chromen-4-one